2-(2'-hydroxy-3'-(2-butyl)-5'-(tert-butyl)phenyl)benzotriazoleN OC1=C(C=C(C=C1C(C)CC)C(C)(C)C)N1NC2=C(N1)C=CC=C2